N,N'-bis-(2-acetoxy-1-acetoxymethyl-ethyl)-malonamide C(C)(=O)OCC(COC(C)=O)NC(CC(=O)NC(COC(C)=O)COC(C)=O)=O